C(CCCCCCCCCCC)(=O)O.C(CCCCCCCCCCC)(=O)O.OC1=CC=C(C=C1)C(C)(C)C1=CC=C(C=C1)O bisphenol a dilaurate